C[C@H]1CN(CC2=CC=C(C=C12)OC[C@H]1N(CCNC1)C=O)C1=C2C(=NC=C1)N(N=C2)C (2S)-2-[[(4R)-4-methyl-2-(1-methylpyrazolo[3,4-b]pyridin-4-yl)-3,4-dihydro-1H-isoquinolin-6-yl]oxymethyl]piperazine-1-carbaldehyde